N1C=CC2=CC(=CC=C12)C=1CCN(CC1)C(=O)OCC1=CC=CC=C1 benzyl 4-(1H-indol-5-yl)-3,6-dihydropyridine-1(2H)-carboxylate